N,N,2-trimethylazetidine-3-carboxamide CN(C(=O)C1C(NC1)C)C